CN1CC(C1)(C)[C@@](C1=CC(=NC=C1)CC(CC)(O)C)(C1=CC=C(C=C1)C(C)C)O {4-[(S)-(1,3-dimethyl-azetidin-3-yl)-hydroxy-(4-isopropyl-phenyl)-methyl]-pyridin-2-yl}-2-methyl-butan-2-ol